5,7-dichloro-3-((3aR,3bR,4aS,5R,5aS)-2,2-dimethylhexahydrocyclopropa[3,4]cyclopenta[1,2-d][1,3]dioxol-5-yl)-3H-imidazo[4,5-b]pyridine ClC1=CC(=C2C(=N1)N(C=N2)[C@@H]2[C@@H]1[C@H]([C@@H]3[C@H]2OC(O3)(C)C)C1)Cl